C(C)(C)(C)[C@@]1(COCC2=C1NC(C1=C2C=C(S1)C1=CC=NC=C1)=O)O (R)-4-(tert-butyl)-4-hydroxy-8-(pyridin-4-yl)-1,3,4,5-tetrahydro-6H-pyrano[4,3-b]Thieno[3,2-d]Pyridin-6-one